CC1=NC2=CC=CC=C2C(=C1)O methylquinolin-4-ol